BrC1=CC(=NC=C1)NC(CCN1CC2(C1)CN(C2)C)=O N-(4-bromopyridin-2-yl)-3-{6-methyl-2,6-diazaspiro[3.3]heptan-2-yl}propanamide